FC(CN1C(=NC2=C1C=C(C=C2)C2=CNC=1N=C(N=C(C12)OC)NC1CCC(CC1)OCCO)C)F 2-(((1s,4s)-4-((5-(1-(2,2-difluoroethyl)-2-methyl-1H-benzo[d]imidazol-6-yl)-4-methoxy-7H-pyrrolo[2,3-d]pyrimidin-2-yl)amino)cyclohexyl)oxy)ethan-1-ol